tert-butyl N-[trans-4-[[3-[N'-(2-chloro-5-fluoro-phenyl)carbamimidoyl]-6-[2-methyl-4-(methylcarbamoylamino)phenyl]pyrrolo[1,2-b]pyridazin-4-yl]amino]cyclohexyl]carbamate ClC1=C(C=C(C=C1)F)N=C(N)C1=C(C=2N(N=C1)C=C(C2)C2=C(C=C(C=C2)NC(NC)=O)C)N[C@@H]2CC[C@H](CC2)NC(OC(C)(C)C)=O